(5-(methoxycarbonyl)-4-methylthiophen-3-yl)boronic acid COC(=O)C1=C(C(=CS1)B(O)O)C